2-(2,2-dimethyl-propionylamino)phenylboronic acid CC(C(=O)NC1=C(C=CC=C1)B(O)O)(C)C